OC1CN(CC1OC=1C=NN(C1)C)C(=O)OC(C)(C)C tert-butyl 3-hydroxy-4-((1-methyl-1H-pyrazol-4-yl)oxy)pyrrolidine-1-carboxylate